5-chloro-N-((1r,4r)-4-((3-(6-methoxypyridin-3-yl)-2-oxo-2,3-dihydro-1H-benzo[d]imidazol-1-yl)methyl)cyclohexyl)-2-methylbenzamide ClC=1C=CC(=C(C(=O)NC2CCC(CC2)CN2C(N(C3=C2C=CC=C3)C=3C=NC(=CC3)OC)=O)C1)C